FC(C(=O)O)(F)F.C1(CCCC1)CC=1C=NC=2N(C1)C(=C(N2)C2=NC(=NN2)C(F)(F)F)C2=CN=CN2 6-(cyclopentylmethyl)-3-(1H-imidazol-5-yl)-2-(3-(trifluoromethyl)-1H-1,2,4-triazol-5-yl)imidazo[1,2-a]pyrimidine, trifluoroacetic acid salt